O=C1N(N=C2N1[C@H](CCC2)C(=O)O)CC2=CC(=CC=C2)C(F)(F)F |r| (5RS)-3-Oxo-2-[3-(trifluoromethyl)benzyl]-2,3,5,6,7,8-hexahydro[1,2,4]triazolo[4,3-a]pyridine-5-carboxylic acid